hydroxy-beta-methylglutaryl-CoA OC(C(=O)SCCNC(CCNC([C@@H](C(COP(OP(OC[C@@H]1[C@H]([C@H]([C@@H](O1)N1C=NC=2C(N)=NC=NC12)O)OP(=O)(O)O)(=O)O)(=O)O)(C)C)O)=O)=O)C(CC(=O)O)C